{(9-benzyl-1,5,9-triazacyclododecane-1,5-diyl)bis[methylene(2-hydroxy-5-methyl-3,1-phenylene)azanediyl(2-oxoethane-2,1-diyl)]}bis(phosphonic acid) C(C1=CC=CC=C1)N1CCCN(CCCN(CCC1)CC=1C(=C(C=C(C1)C)NC(CP(O)(O)=O)=O)O)CC=1C(=C(C=C(C1)C)NC(CP(O)(O)=O)=O)O